FC=1C=C(C=CC1OC1=C2C(=NC=C1)NC(N2)=O)NC(=O)C=2C(=NN(C2C)C2=CC=CC=C2)C (3-fluoro-4-((2-keto-2,3-dihydro-1H-imidazo[4,5-b]pyridin-7-yl)oxy)phenyl)-3,5-dimethyl-1-phenyl-1H-pyrazole-4-carboxamide